[Si](C)(C)(C(C)(C)C)OC[C@H]1O[C@@]([C@H]2[C@@H]1OC(O2)(C)C)(C#N)C2=CC=C1C(=NC=NN12)NC(N(CC)CC)=O 3-(7-((3aR,4R,6R,6aR)-6-(((tert-butyldimethylsilyl)oxy)methyl)-4-cyano-2,2-dimethyltetrahydrofuro[3,4-d][1,3]dioxol-4-yl)pyrrolo[2,1-f][1,2,4]triazin-4-yl)-1,1-diethylurea